(R)-2-acetyl-1-(3-chloro-2-hydroxypropyl)-1,2-dihydropyrazol-5-one C(C)(=O)N1N(C(C=C1)=O)C[C@H](CCl)O